1-bromo-4-chloro-2-iodobenzene-3,6-d2 BrC1=C(C(=C(C=C1[2H])Cl)[2H])I